N-(4-((3-chloro-4-fluorophenyl)amino)-7-(3-(4-(3-(2-((2-(2,6-dioxopiperidin-3-yl)-1,3-dioxoisoindolin-4-yl)amino)ethoxy)propanoyl)piperazin-1-yl)propoxy)quinazolin-6-yl)acrylamide ClC=1C=C(C=CC1F)NC1=NC=NC2=CC(=C(C=C12)NC(C=C)=O)OCCCN1CCN(CC1)C(CCOCCNC1=C2C(N(C(C2=CC=C1)=O)C1C(NC(CC1)=O)=O)=O)=O